2-(((tert-butyldimethylsilyl)oxy)methyl)-4-methylhexanoic acid [Si](C)(C)(C(C)(C)C)OCC(C(=O)O)CC(CC)C